6-(1-methyl-1H-pyrazol-4-yl)-N-(trans-4-morpholinocyclohexyl)-9H-pyrimido[4,5-b]indol-4-amine CN1N=CC(=C1)C=1C=C2C3=C(NC2=CC1)N=CN=C3N[C@@H]3CC[C@H](CC3)N3CCOCC3